FC=1C=C(C=CC1F)C1CN(CCO1)C(=O)NCC(CC1=CC=NC=C1)CO 2-(3,4-difluorophenyl)-N-[2-(hydroxymethyl)-3-(4-pyridyl)propyl]morpholine-4-carboxamide